4-methyl-1-(1-methyl-5-((2-(trifluoromethyl)pyridin-3-yl)thio)-1H-imidazo[4,5-b]pyrazin-2-yl)piperidin-4-amine CC1(CCN(CC1)C1=NC=2C(=NC=C(N2)SC=2C(=NC=CC2)C(F)(F)F)N1C)N